ClC1=CC=C(C=C1)C1=NN(CC2=CC=CC=C12)CC1COCCC1 4-(4-chlorophenyl)-N-(tetrahydropyran-3-ylmethyl)phthalazin